NC1=NNC2=C(C=C(C=C12)C1=CC(=NC=C1)C1=C(N=C(O1)N)C)C#CC(C)(C)C (4-(3-amino-7-(3,3-dimethylbut-1-yn-1-yl)-1H-indazol-5-yl)pyridin-2-yl)-4-methyl-oxazol-2-amine